tert-butyl 6-(pyrimidin-5-yl)-2,6-diazaspiro[3.3]heptane-2-carboxylate N1=CN=CC(=C1)N1CC2(CN(C2)C(=O)OC(C)(C)C)C1